CC1=C(C=NN1C1CCC(CC1)OC1=C2C=CC=NC2=CC(=N1)N1CCOCC1)C(F)(F)F 4-(5-(((1s,4s)-4-(5-methyl-4-(trifluoromethyl)-1H-pyrazol-1-yl)cyclohexyl)oxy)-1,6-naphthyridin-7-yl)morpholine